FC(C(=O)O)(F)F.C(C)(C)(C)C1=NOC(=N1)C(=O)N[C@H](C)C1=C(C=C(C(=C1)F)C1=NC=NC=2NC3=CC(=C(C=C3C21)C)N2CCNCC2)CO (R)-3-(tert-butyl)-N-(1-(5-fluoro-2-(hydroxymethyl)-4-(6-methyl-7-(piperazin-1-yl)-9H-pyrimido[4,5-b]indol-4-yl)phenyl)ethyl)-1,2,4-oxadiazole-5-carboxamide trifluoroacetate